FC(C)(F)C1=NC(=CC(=N1)NC1=CC(=NC=C1C1=NC=NC=C1)NC(C)=O)C N-(4-((2-(1,1-difluoroethyl)-6-methylpyrimidin-4-yl)amino)-5-(pyrimidin-4-yl)pyridin-2-yl)acetamide